ethyl 2-(1-(4-(trifluoromethyl)phenyl)imidazo[1,5-a]pyridin-3-yl)acetate FC(C1=CC=C(C=C1)C=1N=C(N2C1C=CC=C2)CC(=O)OCC)(F)F